ClC1=CC2=C(C=N1)C(=NN2C2=NC(=CC=C2)C(C)(F)F)C(C)OC 6-chloro-1-(6-(1,1-difluoroethyl)pyridin-2-yl)-3-(1-methoxyethyl)-1H-pyrazolo[4,3-c]pyridine